C1=CC(=CC=C1/C=C/C2=C3[C@H]([C@@H](OC3=CC(=C2)O)C4=CC=C(C=C4)O)C5=CC(=CC(=C5)O)O)O The molecule is a stilbenoid that is the (-)-trans-stereoisomer of epsilon-viniferin, obtained by cyclodimerisation of trans-resveratrol. It has a role as a metabolite. It is a member of 1-benzofurans, a polyphenol and a stilbenoid. It derives from a trans-resveratrol. It is an enantiomer of a (+)-trans-epsilon-viniferin.